O=C1N(CC2=C3C(=CC=C12)C1(CCNCC1)CO3)[C@@H]3C(NC(CC3)=O)=O (S)-3-(6-oxo-6,8-dihydro-2h,7h-spiro[furo[2,3-e]isoindol-3,4'-piperidin]-7-yl)piperidine-2,6-dione